3-[1-([4-[1-methyl-4-(trifluoromethyl)-1H-imidazol-2-yl]phenyl]methyl)-1H-pyrazolo[3,4-d]pyrimidin-6-yl]-2-(propan-2-yl)pyridine CN1C(=NC(=C1)C(F)(F)F)C1=CC=C(C=C1)CN1N=CC=2C1=NC(=NC2)C=2C(=NC=CC2)C(C)C